ClC=1C=CC2=C(C(=NCC=3N2N=C(C3)C(=O)O)C3=CC=CC=C3)C1 8-chloro-6-phenyl-4H-benzo[f]pyrazolo[1,5-a][1,4]diazepine-2-carboxylic acid